FC1=NC(=CC(=C1)N(C=1SC(=C(N1)C(=O)N[C@H]1CCC12CCCC2)C)C(=O)C2COC2)F 2-[(2,6-difluoro-4-pyridyl)-(oxetane-3-carbonyl)amino]-5-methyl-N-[(3S)-spiro[3.4]octan-3-yl]-thiazole-4-carboxamide